bis[1-(p-dimethylaminophenyl)-3,4-dimethylcyclopentadienyl]Hafnium dichloride [Cl-].[Cl-].CN(C1=CC=C(C=C1)C1(C=C(C(=C1)C)C)[Hf+2]C1(C=C(C(=C1)C)C)C1=CC=C(C=C1)N(C)C)C